2-chloro-4-(1-((5-(5-(difluoromethyl)-1,3,4-oxadiazol-2-yl)-3-fluoropyridin-2-yl)methyl)-1H-1,2,3-triazol-4-yl)benzaldehyde ClC1=C(C=O)C=CC(=C1)C=1N=NN(C1)CC1=NC=C(C=C1F)C=1OC(=NN1)C(F)F